C(C(C)(C)C)(=O)OC1=CC2=CC=CC=C2C(=C1)C1=C(C=2N=C(N=C(C2C(=N1)Br)OC)OC[C@]12CCCN2C[C@@H](C1)F)F 4-(5-bromo-8-fluoro-2-(((2R,7aS)-2-fluorotetrahydro-1H-pyrrolizin-7a(5H)-yl)methoxy)-4-methoxypyrido[4,3-d]pyrimidin-7-yl)naphthalen-2-yl pivalate